OC1=CC2=C(C(N3[C@H](CN2C(=O)OCC=C)CC(=C3)C3=CC=C(C=C3)OC)=O)C=C1OC Prop-2-en-1-yl (11aS)-8-hydroxy-7-methoxy-2-(4-methoxyphenyl)-5-oxo-11,11a-dihydro-1H-pyrrolo[2,1-c][1,4]benzodiazepin-10(5H)-carboxylate